OC(CCC[Si](OC)(OC)OC)COC(=O)C1=CC=C(C=C1)O 4-hydroxy-5-(p-hydroxyphenylcarbonyloxy)pentyltrimethoxysilane